CN1C(=NC=C1)C=1SC2=C(N1)C=C(C=C2)C2=NCC(CC2)C 2-(1-methyl-1H-imidazol-2-yl)-5-(5-methyl-3,4,5,6-tetrahydropyridin-2-yl)benzo[d]thiazole